5-chloro-3-((4-((dieth-ylamino)methyl)phenyl-imino)methyl)-2-hydroxyphenyl isobutyrate C(C(C)C)(=O)OC1=C(C(=CC(=C1)Cl)C=NC1=CC=C(C=C1)CN(CC)CC)O